N-(4-[[(2R)-1,4-dioxan-2-ylmethyl]amino]-2-nitrobenzenesulfonyl)benzamide hydrochloride Cl.O1[C@@H](COCC1)CNC1=CC(=C(C=C1)S(=O)(=O)NC(C1=CC=CC=C1)=O)[N+](=O)[O-]